C1(=CC=C(C2=CC=CC=C12)NS(=O)(=O)C1=C(C=CC=C1)Cl)NS(=O)(=O)C1=C(C=CC=C1)Cl N,N'-(Naphthalene-1,4-diyl)bis(2-chlorobenzenesulfonamide)